OC1=CC(=NC=C1)N1C(CN([C@H]2CCCC[C@H]12)C(=O)C=1C2=C(NN1)CCC2)=O (4AS,8aS)-1-(4-hydroxypyridin-2-yl)-4-(1,4,5,6-tetrahydrocyclopenta[c]pyrazole-3-carbonyl)octahydroquinoxalin-2(1H)-one